3-(((1S)-1-(2-(3-azabicyclo[3.1.0]hexan-3-yl)-3-methoxy-6-methyl-4-oxo-3,4-dihydroquinazolin-8-yl)ethyl)amino)-6-chloropicolinic acid C12CN(CC2C1)C1=NC2=C(C=C(C=C2C(N1OC)=O)C)[C@H](C)NC=1C(=NC(=CC1)Cl)C(=O)O